C(C)(C)(C)C1=CC2=C(N=C(S2)N)C=C1 6-(tert-Butyl)benzo[d]thiazol-2-amin